COC(=O)C1C(C[C@]2(C=C(C3=C(C=CC=C23)Cl)C([2H])([2H])[2H])CC1)=O (1S)-4'-chloro-3'-(methyl-d3)-3-oxospiro[cyclohexane-1,1'-indene]-4-carboxylic acid methyl ester